4-(4,5-dimethoxy-2-nitrobenzyloxycarbonyl)catechol COC1=CC(=C(COC(=O)C=2C=C(C(O)=CC2)O)C=C1OC)[N+](=O)[O-]